C(CCCCC)N(CCCCCC)CCCCCC Tris-hexylamine